4-(5-chloro-2-((4-(methylsulfonyl)piperazin-1-yl)methyl)pyrazolo[1,5-a]pyrimidin-7-yl)morpholine ClC1=NC=2N(C(=C1)N1CCOCC1)N=C(C2)CN2CCN(CC2)S(=O)(=O)C